BrC1=C(C=C(S1)C=1SC=CC1CCCCCC)SCCCCCC 5'-bromo-3-hexyl-4'-hexylthio-2,2'-bithiophene